thiosorbose OCC(=S)[C@H](O)[C@@H](O)[C@H](O)CO